3,5-dichloro-4-pyridinol ClC=1C=NC=C(C1O)Cl